Racemic-cis-(4-(5-chloro-2-methylphenyl)piperazin-1-yl)((1SR,2SR)-2-(4-fluorophenyl)-1-(trifluoromethyl)cyclopropyl)methanone ClC=1C=CC(=C(C1)N1CCN(CC1)C(=O)[C@]1([C@@H](C1)C1=CC=C(C=C1)F)C(F)(F)F)C |r|